NC(CCCCC(=O)O)C 6-aminoheptanoic acid